((4S,5S)-5-(2-nitrophenyl)-2,2-diethyl-1,3-dioxolan-4-yl)methanol methyl-6-isopropoxy-2-(tetrahydro-2H-pyran-4-yl)-2H-pyrazolo[3,4-b]pyridine-5-carboxylate CC=1N(N=C2N=C(C(=CC21)C(=O)OC[C@@H]2OC(O[C@H]2C2=C(C=CC=C2)[N+](=O)[O-])(CC)CC)OC(C)C)C2CCOCC2